(S)-4-((2-(2-cyanopyrrolidin-1-yl)-2-oxoethyl)carbamoyl)quinolin C(#N)[C@H]1N(CCC1)C(CNC(=O)C1=CC=NC2=CC=CC=C12)=O